CC1=C(C(=CC(=C1)N1CC=2N(CC1)N=C(C2)C(F)(F)F)C)NC([C@](C(C)(C)C)(C)O)=O |r| (+/-)-N-(2,6-dimethyl-4-(2-(trifluoromethyl)-6,7-dihydropyrazolo[1,5-a]pyrazin-5(4H)-yl)phenyl)-2-hydroxy-2,3,3-trimethylbutanamide